phenyl [(4-fluorophenyl)methyl] sulfide FC1=CC=C(C=C1)CSC1=CC=CC=C1